3-(2-(5-(4-methoxybenzylidene)-3-(2,4-dimethylphenyl)-4-oxothiazolidine-2-ylidene)hydrazono)-5-chloro-1H-indol-2-one COC1=CC=C(C=C2C(N(C(S2)=NN=C2C(NC3=CC=C(C=C23)Cl)=O)C2=C(C=C(C=C2)C)C)=O)C=C1